5-cyclobutyl-N-[4-(difluoromethoxy)-2,5-difluorophenyl]-1H-pyrrole-3-sulfonamide C1(CCC1)C1=CC(=CN1)S(=O)(=O)NC1=C(C=C(C(=C1)F)OC(F)F)F